(hydroxymethyl)phosphine bromide [Br-].OCP